(3S,4S)-8-(6-((2,3-dimethylpyridin-4-yl)thio)pyrido[2,3-b]pyrazin-2-yl)-3-methyl-2-oxa-8-azaspiro[4.5]decan-4-amine CC1=NC=CC(=C1C)SC=1C=CC=2C(=NC=C(N2)N2CCC3([C@@H]([C@@H](OC3)C)N)CC2)N1